(S)-2-((((9H-fluoren-9-yl)methoxy)carbonyl)(methyl)amino)hex-5-enoic acid C1=CC=CC=2C3=CC=CC=C3C(C12)COC(=O)N([C@H](C(=O)O)CCC=C)C